C(C1=CC=CC=C1)OC1=C(C=C(C[C@H]2C(OC[C@@H]2CC2=CC(=C(C=C2)OC)OC)=O)C=C1)O (3R,4R)-3-(4-(benzyloxy)-3-hydroxybenzyl)-4-(3,4-dimethoxybenzyl)dihydrofuran-2(3H)-one